beta-D-galactopyranuronic acid O[C@H]1[C@H](O)[C@@H](O)[C@@H](O)[C@H](O1)C(=O)O